O=C1NCCC=C1C(N)=S 2-oxo-5,6-dihydro-1H-pyridine-3-carbothioamide